tert-butyl {3-[4-(4-chloro-2-fluorophenyl)-1H-imidazol-1-yl]bicyclo[1.1.1]pentan-1-yl}carbamate ClC1=CC(=C(C=C1)C=1N=CN(C1)C12CC(C1)(C2)NC(OC(C)(C)C)=O)F